[Na+].N1(CCOCC1)CCCS(=O)(=O)[O-] 4-Morpholinepropanesulfonic acid sodium salt